Methylethynyldiacetyloxysilan C[Si](OC(C)=O)(OC(C)=O)C#C